cis-9-octadecene-1-ol C(CCCCCCC\C=C/CCCCCCCC)O